C(=C)[Si](OC)(OC)OC Vinyltrimethoxysilan